CC1=C(C(=O)NC=2C(=CC(=C(C2)CC(=O)O)OCCO)C(F)(F)F)C(=CC(=C1)OCCC1=CC=CC=C1)C [5-{[2,6-dimethyl-4-(2-phenylethoxy)benzoyl]amino}-2-(2-hydroxyethoxy)-4-(trifluoromethyl)phenyl]acetic acid